8-methyl-1,5-naphthyridine-3-carbonitrile CC=1C=CN=C2C=C(C=NC12)C#N